methyl 3-(4-(5-fluoro-1-Boc-1H-indol-3-yl) thiophen-2-yl)-3-oxopropanoate FC=1C=C2C(=CN(C2=CC1)C(=O)OC(C)(C)C)C=1C=C(SC1)C(CC(=O)OC)=O